FC(C1=NN=C(O1)C=1C=CC(=NC1)CN1C(N(C2=C1C=C(C(=C2)C2=CC=NC=C2)F)[C@H]2CN(CC2)C2COC2)=O)F (R)-1-((5-(5-(difluoromethyl)-1,3,4-oxadiazole-2-yl)pyridine-2-yl)methyl)-6-fluoro-3-(1-(oxetan-3-yl)pyrrolidine-3-yl)-5-(pyridine-4-yl)-1,3-dihydro-2H-benzo[d]imidazole-2-one